C(C)(C)C=1C=C(C=CC1)B(O)O (3-isopropylphenyl)boronic acid